spiro[imidazole-4,2'-indene]-2,5-dione C=1C2(C=C3C=CC=CC13)NC(NC2=O)=O